1-(3-chloro-2,6-difluorophenethyl)-4-((3-fluoro-4-methyl-6-((5-methyl-1H-pyrazol-3-yl)amino)pyridin-2-yl)methyl)piperidine-4-carboxylic acid ClC=1C(=C(CCN2CCC(CC2)(C(=O)O)CC2=NC(=CC(=C2F)C)NC2=NNC(=C2)C)C(=CC1)F)F